2-(2-methyl-1H-imidazol-1-yl)ethan-1-ol CC=1N(C=CN1)CCO